(3R)-4-amino-3-methyl-N-((1R)-spiro[2.5]oct-1-yl)-N-((5-(trifluoromethyl)-2-pyridinyl)methyl)-1,3-dihydrofuro[3,4-c]quinoline-8-carboxamide NC1=NC=2C=CC(=CC2C2=C1[C@H](OC2)C)C(=O)N(CC2=NC=C(C=C2)C(F)(F)F)[C@@H]2CC21CCCCC1